N-[4-(trifluoromethoxy)benzyl]-1H-indazole FC(OC1=CC=C(CN2N=CC3=CC=CC=C23)C=C1)(F)F